dimethyl 2,4,6-trichloro-5-sulfoisophthalate, potassium salt [K+].ClC1=C(C(=O)OC)C(=C(C(=C1C(=O)OC)Cl)S(=O)(=O)[O-])Cl